tri(tert-butyl)gallium C(C)(C)(C)[Ga](C(C)(C)C)C(C)(C)C